2,2'-(bicyclo[2.2.2]octane-1,4-diyl)diacetaldehyde C12(CCC(CC1)(CC2)CC=O)CC=O